(3R)-3-(7-{[(4R)-8-chloro-4-ethyl-1,1-dioxo-3,4-dihydro-2H-pyrido[2,3-b][1,4,5]oxathiazepin-2-yl]methyl}-2,3-dihydro-1H-inden-5-yl)-3-(1,4-dimethyl-1H-benzotriazol-5-yl)propanoic acid ClC1=CC2=C(O[C@@H](CN(S2(=O)=O)CC=2C=C(C=C3CCCC23)[C@@H](CC(=O)O)C2=C(C3=C(N(N=N3)C)C=C2)C)CC)N=C1